[Sn].[In].[Ni] nickel-indium-tin